5-ACETYL-6-METHYL-2-OXO-1,2-DIHYDRO-3-PYRIDINECARBOXYLIC ACID C(C)(=O)C=1C=C(C(NC1C)=O)C(=O)O